(3R)-3-amino-5-[(4-chlorophenyl)methyl]-7-[5-(1-methoxycyclopropyl)-1,3,4-oxadiazol-2-yl]-1,1-dioxo-2,3-dihydro-1lambda6,5-benzothiazepin-4-one N[C@H]1CS(C2=C(N(C1=O)CC1=CC=C(C=C1)Cl)C=C(C=C2)C=2OC(=NN2)C2(CC2)OC)(=O)=O